ClC1=CC2=C(N=C(S2)NC2=NC=CC(=C2)NC2CNCC2)C=C1 N2-(6-chlorobenzo[d]thiazol-2-yl)-N4-(pyrrolidin-3-yl)pyridine-2,4-diamine